2-(4-methylbenzyl)-N-(3-morpholinophenyl)-1-oxo-3-(4-(trifluoromethyl)phenyl)-1,2,3,4-tetrahydroisoquinoline-4-carboxamide CC1=CC=C(CN2C(C3=CC=CC=C3C(C2C2=CC=C(C=C2)C(F)(F)F)C(=O)NC2=CC(=CC=C2)N2CCOCC2)=O)C=C1